FC=1C=C2C(=C(/C(/C2=CC1)=C/C1=CC(=CC=C1)COC1=CC=CC=C1)CCC)CC(=O)O (Z)-2-(5-fluoro-1-(3-(phenoxymethyl)benzylidene)-2-propyl-1H-inden-3-yl)-acetic acid